N1=CC=C2N1CC(CN2)CNC(OC(C)(C)C)=O tert-butyl ((4,5,6,7-tetrahydropyrazolo[1,5-a]pyrimidin-6-yl)methyl)carbamate